2,4-dihydroxyl-1,8-naphthyridine OC1=NC2=NC=CC=C2C(=C1)O